OC1=C(C=C(C=C1C(C)(C)CC(C)(C)C)CCO)N1N=C2C(=N1)C=CC=C2 2-[2'-hydroxy-3'-tert-octyl-5'-(2-hydroxyethyl)phenyl]-2H-benzotriazole